C(CCCCCCCCCCCCCCCCCCCCC)N n-Docosylamin